S(=O)(=O)(C1=CC=C(C)C=C1)[N+]#[C-] tosyl isocyanide